CC1=NC2=CC=C(C=C2C=C1C=1C=NN(C1)C)C(=O)OCC ethyl 2-methyl-3-(1-methyl-1H-pyrazol-4-yl)quinoline-6-carboxylate